ClC1=C(C(=C(C=C1OC)OC)Cl)C1=NC(=C2C=C(N=CC2=C1)N[C@H]1[C@H](COC1)NC(C=C)=O)NS(=O)(=O)C N-((3R,4S)-4-((7-(2,6-dichloro-3,5-dimethoxyphenyl)-5-(methylsulfonamido)-2,6-naphthyridin-3-yl)amino)tetrahydro-furan-3-yl)acrylamide